6-chloro-4-iodo-3-methoxypyridazine ClC1=CC(=C(N=N1)OC)I